calcium magnesium nicotinic acid C(C1=CN=CC=C1)(=O)O.[Mg].[Ca]